2-(3-(2,2,2-trifluoroethoxy)benzamido)butanoic acid FC(COC=1C=C(C(=O)NC(C(=O)O)CC)C=CC1)(F)F